C(C=C)(=O)NC(C(=O)O)CCC acrylamido-pentanoic acid